FC(C)(F)C=1C=C(OC2=C(C(=NN2C)C)C(=O)N[C@@H](C)C2=CC=C(C(=O)O)C=C2)C=CC1 (S)-4-(1-(5-(3-(1,1-difluoroethyl)phenoxy)-1,3-dimethyl-1H-pyrazole-4-carboxamido)ethyl)benzoic acid